(1R,3R,4S)-4-((3S,5S,8R,9S,10S,13S,14S,17R)-3-hydroxy-10,13-dimethyl-3-(trifluoromethyl)hexadecahydro-1H-cyclopenta[a]phenanthren-17-yl)-1-phenylpentane-1,3-diol O[C@]1(CC[C@@]2([C@H]3CC[C@@]4([C@H](CC[C@H]4[C@@H]3CC[C@H]2C1)[C@@H]([C@@H](C[C@@H](O)C1=CC=CC=C1)O)C)C)C)C(F)(F)F